CN(C)CCNC(C(=C)C)=O N-[2-(N,N-dimethylamino)ethyl]methacrylamide